ONC(/C=C/C1=C(C=CC=C1)NC(C1=C(C=CC=C1)CCC1=CC=CC=C1)=O)=O (E)-N-(2-(3-(hydroxyamino)-3-oxoprop-1-en-1-yl)phenyl)-2-phenethylbenzamide